7-(3-(1-((3,3-Difluorocyclopentyl)methyl)-1H-pyrazol-4-yl)-6-methylpyridin-2-yl)chinolin FC1(CC(CC1)CN1N=CC(=C1)C=1C(=NC(=CC1)C)C1=CC=C2C=CC=NC2=C1)F